[Si](C)(C)(C(C)(C)C)OC=1C=C(C=CC1)N1C(NC(C2=CC=C(C=C12)Cl)=O)=O 1-(3-((tert-butyldimethylsilyl)oxy)phenyl)-7-chloroquinazoline-2,4(1H,3H)-dione